1-benzyl-3-hydroxy-4-[(3-hydroxypyrrolidin-1-yl)methyl]pyridin-2(1H)-one C(C1=CC=CC=C1)N1C(C(=C(C=C1)CN1CC(CC1)O)O)=O